NC1=C2C(=NC=N1)N(N=C2C2=CC=C(C=C2)OC2=CC=CC=C2)C2CCN(CC2)CC=2C=C1C(N(C(C1=CC2)=O)C2C(NC(CC2)=O)=O)=O 5-((4-(4-amino-3-(4-phenoxyphenyl)-1H-pyrazolo[3,4-d]pyrimidin-1-yl)piperidin-1-yl)methyl)-2-(2,6-dioxopiperidin-3-yl)isoindoline-1,3-dione